[Si](C)(C)(C(C)(C)C)OC[C@@H]1NC[C@H](NC1)C (2R,5R)-2-(((tert-butyldimethylsilyl)oxy)methyl)-5-methylpiperazine